NC1=NC=CC=C1C1=NC=2C(=NC(=CC2)C2=CC=CC=C2)N1C1=CC=C(CN2C[C@@H](N([C@@H](C2)C)C#N)C)C=C1 (2S,6R)-4-(4-(2-(2-Aminopyridin-3-yl)-5-phenyl-3H-imidazo[4,5-b]pyridin-3-yl)benzyl)-2,6-dimethylpiperazine-1-carbonitrile